(S)-N1-(1-(2-(2-adamantylamino)-2-oxoethyl)-2-oxo-1,2-dihydropyridin-3-yl)-N6-methyl-5-oxo-2-((S)-pyrrolidine-3-carboxamido)hexanediamide C12C(C3CC(CC(C1)C3)C2)NC(CN2C(C(=CC=C2)NC([C@H](CCC(C(=O)NC)=O)NC(=O)[C@@H]2CNCC2)=O)=O)=O